(4aS,6S)-1-(4-Fluorophenyl)-6-((1-methyl-1H-1,2,4-triazol-3-yl)thio)-1,4,5,6,7,8-hexahydro-4aH-benzo[f]indazole-4a-carbaldehyde FC1=CC=C(C=C1)N1N=CC=2C[C@]3(C(=CC12)CC[C@@H](C3)SC3=NN(C=N3)C)C=O